COC1=CC=CC=2CN(CCCOC21)C(=O)C=2N=C(C1=C(N2)OC(=C1)C)NC1(CC1)C 10-Methoxy-3,4,5,6-tetrahydro-2H-1,5-benzoxazocine-5-carbonyl-6-methyl-N-(1-methylcyclopropyl)furo[2,3-d]pyrimidin-4-amine